N-(5-{[2-(2-methoxyethoxy)ethyl](methyl)amino}pyridin-2-yl)azetidine-3-carboxamide trifluoroacetate FC(C(=O)O)(F)F.COCCOCCN(C=1C=CC(=NC1)NC(=O)C1CNC1)C